(4-(3,5-dichlorophenoxy)phenyl)-3-(difluoromethyl)-1H-pyrazole-4-hydrazide ClC=1C=C(OC2=CC=C(C=C2)N2N=C(C(=C2)C(=O)NN)C(F)F)C=C(C1)Cl